4-[(4-chloroquinolin-7-yl)oxy]Piperidine-1-carboxylic acid tert-butyl ester C(C)(C)(C)OC(=O)N1CCC(CC1)OC1=CC=C2C(=CC=NC2=C1)Cl